n-butyl α-(hydroxymethyl)acrylate OCC(C(=O)OCCCC)=C